potassium (butoxycarbonyl)((4'-((2-(tert-butyl)-1H-imidazol-1-yl)methyl)-5-propyl-[1,1'-biphenyl]-2-yl)sulfonyl)amide C(CCC)OC(=O)[N-]S(=O)(=O)C1=C(C=C(C=C1)CCC)C1=CC=C(C=C1)CN1C(=NC=C1)C(C)(C)C.[K+]